ClC=1C(=NC(=NC1)NC1=CC=C(C=2CCOC21)N2CCC(CC2)N(C)C)NC=2C=CC=C1CCN(C21)S(=O)(=O)C 5-chloro-N2-(4-(4-(dimethylamino)piperidin-1-yl)-2,3-dihydrobenzofuran-7-yl)-N4-(1-(methylsulfonyl)indolin-7-yl)pyrimidine-2,4-diamine